FC1=C(C=CC(=C1)F)C(CN1CCC(CC1)N1CCC(CC1)NC1=NC=C(C=N1)F)(CN1N=CN=C1)O 2-(2,4-Difluorophenyl)-1-(4-((5-fluoropyrimidin-2-yl)amino)-[1,4'-bipiperidin]-1'-yl)-3-(1H-1,2,4-triazol-1-yl)propan-2-ol